C(C=C)(=O)N1CC2(C1)CC(C2)N2N=C(C(=C2C)C2=C1C=NNC1=CC(=C2Cl)C)C2=CC=C(C(=O)NCCN(C)C)C=C2 4-(1-(2-acryloyl-2-azaspiro[3.3]heptan-6-yl)-4-(5-chloro-6-methyl-1H-indazol-4-yl)-5-methyl-1H-pyrazol-3-yl)-N-(2-(dimethylamino)ethyl)benzamide